NCCOCCNCCN1CCN(CC1)CCOCCN 2-{2-[4-(2-{[2-(2-aminoethoxy)ethyl]amino}ethyl)piperazin-1-yl]ethoxy}ethan-1-amine